C(C)(C)(C)C=1C=C(N(N1)C)NC(=O)NC1=CC=C(C=C1)OC1=CC=NC=C1 1-(5-tert-butyl-2-methylpyrazol-3-yl)-3-(4-pyridin-4-yloxyphenyl)urea